BrC=1C=NN2C1N=C1C(=C2N[C@@H]2C[C@H](CC2)N)CCC12CCCC2 (1S,3S)-N1-(3-bromo-6,7-dihydrospiro[cyclopenta[d]pyrazolo[1,5-a]pyrimidine-5,1'-cyclopentane]-8-yl)cyclopentane-1,3-diamine